NC1COC2=C1C=C(C=C2)C=2C=C1C(=NN(C1=CC2)C(C)C)COC2=C(C=CC=C2)CC(=O)O 2-(2-((5-(3-amino-2,3-dihydrobenzofuran-5-yl)-1-isopropyl-1H-indazol-3-yl)methoxy)phenyl)acetic acid